C(=O)C1OC(CC1)C=O 2,5-diformyl-tetrahydrofuran